O[C@@H](C(=O)O)CCC(=O)O D-2-Hydroxyglutaric acid